C(C1=CC=CC=C1)NC(=O)C=1C=[N+](C=CC1)[C@@H]1O[C@@H]([C@H]([C@H]1O)O)CO 3-(Benzylcarbamoyl)-1-((2R,3R,4S,5R)-3,4-dihydroxy-5-(hydroxymethyl)tetrahydrofuran-2-yl)pyridin-1-ium